ClC1=C(C=CC(=C1)F)C1=CC(OC2=CC(=CC=C12)O[C@@H](C(=O)N1CC(CCC1)C(=O)N)C)=O (2R)-2-[4-(2-chloro-4-fluoro-phenyl)-2-oxo-chromen-7-yl]oxypropionyl-piperidine-3-carboxamide